ClC1=CC=C(S1)CNC1=CC(=NN1C(C(C)(C)C)=O)C1CCN(CC1)C(=O)OCC=C prop-2-en-1-yl 4-(5-[(5-chlorothiophen-2-yl)methyl]amino-1-(2,2-dimethylpropanoyl)-1H-pyrazol-3-yl)piperidine-1-carboxylate